ClC1=C(C=CC=C1Cl)C=1C(=NOC1C1=C(C=C(C=C1)O)O)C(F)(F)F 4-(4-(2,3-dichlorophenyl)-3-(trifluoromethyl)isoxazol-5-yl)benzene-1,3-diol